The molecule is a trisaccharide that is lactose in which the hydroxy group at position 3 of the glucosyl moiety has undergone formal condensation with the anomeric hydroxy group of fucose (6-deoxy-L-galactose) to give the corresponding glycoside. Found in human milk. It has a role as a human metabolite. It derives from a lactose. C[C@H]1[C@H]([C@H]([C@@H]([C@@H](O1)O[C@H]2[C@@H]([C@H](OC([C@@H]2O)O)CO)O[C@H]3[C@@H]([C@H]([C@H]([C@H](O3)CO)O)O)O)O)O)O